5-(((2-(2,6-dioxopiperidin-3-yl)-1-oxoisoindolin-5-yl)methyl)amino)-4,4-difluoro-5-oxopentanoic acid O=C1NC(CCC1N1C(C2=CC=C(C=C2C1)CNC(C(CCC(=O)O)(F)F)=O)=O)=O